(S)-but-3-yn-2-yl (CIS)-2-((((CIS)-4-phenylcyclohexyl)oxy) methyl)-3-(1H-pyrazol-3-yl)piperidine-1-carboxylate C1(=CC=CC=C1)[C@H]1CC[C@H](CC1)OC[C@@H]1N(CCC[C@@H]1C1=NNC=C1)C(=O)O[C@@H](C)C#C